C(CCC(=O)[O-])(=O)[O-].NC[C@H](O)[C@@H](O)[C@H](O)[C@H](O)CO.[Na+].[Na+] Sodium glucamine succinate